O1C(CCCC1)OCCN1N=CC(=C1)C1=CC=C(C(=O)OC)C=C1 methyl 4-[1-[2-(oxan-2-yloxy)ethyl]pyrazol-4-yl]benzoate